4-(6-(3-ethoxy-4-methoxyphenyl)pyridin-2-yl)-1,2-oxaborol-2-ol C(C)OC=1C=C(C=CC1OC)C1=CC=CC(=N1)C=1CB(OC1)O